ClC1=CC=C(C=C1)N1C(=C2C(N(N=CC2=C1C)C1=CC=CC=C1)=O)C 6-(4-Chlorophenyl)-5,7-dimethyl-2-phenyl-2,6-dihydro-1H-pyrrolo[3,4-d]pyridazin-1-one